C1(CC1)C1=CC=C(C=C1)C=1N=C2N(C=CC=N2)C1CN1CC2CCC(C1)N2C(=O)OC(C)(C)C tert-Butyl 3-{[2-(4-cyclopropylphenyl)imidazo[1,2-a]pyrimidin-3-yl]methyl}-3,8-diazabicyclo[3.2.1]octane-8-carboxylate